[5-(1-amino-4-methylphthalazin-6-yl)-2-(2-methylpropanoylamino)phenyl]boronic acid NC1=NN=C(C2=CC(=CC=C12)C=1C=CC(=C(C1)B(O)O)NC(C(C)C)=O)C